C(C)O[Si](S(=O)(=O)OCCCN(C)C)(OCC)OCC N,N-dimethylaminopropyl triethoxysilanesulfonate